5-cyano-2-fluoro-N,N-dimethyl-benzenesulfonamide C(#N)C=1C=CC(=C(C1)S(=O)(=O)N(C)C)F